N[C@H](C(=O)NC1=CC=C(C=C1)C1=C(C=NC=C1)C)C(C1=CC=CC=C1)C1=CC=CC=C1 (S)-2-amino-N-(4-(3-methylpyridin-4-yl)phenyl)-3,3-diphenylpropionamide